6,19-dioxa-13,22-diazatetratriacontane-11,24-diol CCCCCOCCCCC(CNCCCCCOCCNCC(CCCCCCCCCC)O)O